((4-(4-((2-cyclopropyl-1H-imidazol-1-yl)methyl)phenyl)-2-propylthiazol-5-yl)sulfonyl)aminoFormic acid butyl ester C(CCC)OC(=O)NS(=O)(=O)C1=C(N=C(S1)CCC)C1=CC=C(C=C1)CN1C(=NC=C1)C1CC1